4'-propyl-4-biphenylboronic acid C(CC)C1=CC=C(C=C1)C1=CC=C(C=C1)B(O)O